NC(=S)C1=CC=C(C=C1)OC(=O)C1CCN2C(=CC=C12)C(=S)C1=CC=CC=C1.OC=1C(=NC=2C=C(C3=C(C2N1)C=CC=C3S(N)(=O)=O)[N+](=O)[O-])O 2,3-dihydroxy-6-nitro-7-sulfamoylbenzo-[f]quinoxaline (4-azanylcarbothioylphenyl)5-(benzenecarbothioyl)-2,3-dihydro-1H-pyrrolizine-1-carboxylate